ClC=1C=CC(=NC1)OCC1N(C2CC(C1C)C2)C(=O)C2=NC(=CC=C2N2N=CC=N2)C trans-3-{[(5-Chloropyridin-2-yl)oxy]methyl}-4-methyl-2-[6-methyl-3-(2H-1,2,3-triazol-2-yl)pyridin-2-carbonyl]-2-azabicyclo[3.1.1]heptan